propan-2-ol methanesulfonate salt CS(=O)(=O)O.CC(C)O